3,3-Dimethylindoline-2-carboxylic acid ethyl ester C(C)OC(=O)C1NC2=CC=CC=C2C1(C)C